(2S)-4-(2-chloro-6-((6-chloro-1-(methoxycarbonyl)-1,2,3,4-tetrahydronaphthalen-1-yl)methyl)-5-nitropyrimidin-4-yl)-2-(cyanomethyl)piperazine-1-carboxylic acid tert-butyl ester C(C)(C)(C)OC(=O)N1[C@H](CN(CC1)C1=NC(=NC(=C1[N+](=O)[O-])CC1(CCCC2=CC(=CC=C12)Cl)C(=O)OC)Cl)CC#N